2-((4aR,6aR,7R)-4a,6a-dimethyl-2-oxo-2,4a,4b,5,6,6a,7,8,9,9a,9b,10,11,11a-tetradecahydro-1H-indeno[5,4-f]quinolin-7-yl)ethyl phenyl carbonate C(OCC[C@H]1CCC2[C@@]1(CCC1[C@]3(C=CC(NC3CCC12)=O)C)C)(OC1=CC=CC=C1)=O